C(#N)C1=C(C=C(C=C1)N1C(N(C(C1=O)(C)C)C1=CC(=C(C(=O)NCCN2CCN(CC2)C(=O)OC(C)(C)C)C=C1)F)=S)C(F)(F)F tert-butyl 4-(2-(4-(3-(4-cyano-3-(trifluoromethyl)phenyl)-5,5-dimethyl-4-oxo-2-thioxoimidazolidin-1-yl)-2-fluorobenzamido)ethyl)piperazine-1-carboxylate